C1(CCCO1)=O butanolactone